3,9-di(propylidene)-2,4,8,10-tetraoxaspiro[5.5]undecane C(CC)=C1OCC2(CO1)COC(OC2)=CCC